C1(CC1)C1=NN(C(=C1)C1=CC=CC=C1)C1=CC=CC=C1 3-Cyclopropyl-1,5-diphenyl-1H-pyrazol